10-(4-((2-(2-Ethyl-1H-benzo[d]imidazol-1-yl)-9-methyl-6-morpholino-9H-purin-8-yl)methyl)-3-oxopiperazin-1-yl)-N-hydroxy-10-oxodecanoamide C(C)C1=NC2=C(N1C1=NC(=C3N=C(N(C3=N1)C)CN1C(CN(CC1)C(CCCCCCCCC(=O)NO)=O)=O)N1CCOCC1)C=CC=C2